6-chloro-N-(4,4-dimethylcyclohexyl)-2-(4-methylthiazol-2-yl)pyrimidin-4-amine ClC1=CC(=NC(=N1)C=1SC=C(N1)C)NC1CCC(CC1)(C)C